(E)-2-(5-((2,4,6-trimethoxystyrylsulfonyl)methyl)-2-methoxyphenylamino)acetic acid COC1=C(/C=C/S(=O)(=O)CC=2C=CC(=C(C2)NCC(=O)O)OC)C(=CC(=C1)OC)OC